BrC1=CC=C(C=C1)C#CCN1C=CC2=CC=CC=C12 1-(3-(4-bromophenyl)prop-2-yn-1-yl)-1H-indole